C1(CCCC1)[C@@H](C(=O)OCC1=CC=CC=C1)N1C[C@@]2(CC1)CN(CC2)C(=O)[C@@H]2N([C@@H]2C2CC2)C Benzyl (S)-2-cyclopentyl-2-((S)-7-((2R,3R)-3-cyclopropyl-1-methylaziridine-2-carbonyl)-2,7-diazaspiro[4.4]nonan-2-yl)acetate